2-Hydroxyethyl(trans-4-((3-(2-cyclopropylthiazol-5-yl)phenyl)((trans-4-(4-methoxy-3-methylphenyl) cyclohexyl)methyl)carbamoyl) cyclohexyl)carbamate OCCOC(N[C@@H]1CC[C@H](CC1)C(N(C[C@@H]1CC[C@H](CC1)C1=CC(=C(C=C1)OC)C)C1=CC(=CC=C1)C1=CN=C(S1)C1CC1)=O)=O